1-[(3-amino-1-bicyclo[1.1.1]pentanyl)methyl]-4-methyl-5-[[2-[6-(2,2,2-trifluoroethyl)quinazolin-4-yl]-2,7-diazaspiro[3.5]nonan-7-yl]methyl]indole-2-carbonitrile hydrochloride Cl.NC12CC(C1)(C2)CN2C(=CC1=C(C(=CC=C21)CN2CCC1(CN(C1)C1=NC=NC3=CC=C(C=C13)CC(F)(F)F)CC2)C)C#N